C(CC)N[C@H](C(=O)O)CC1=CC=C(O)C(O)=C1 propyl-Dopa